4-methyl-3-(1-propionyl-5-(p-tolyl)-4,5-dihydro-1H-pyrazol-3-yl)-1,5-naphthyridin-2(1H)-one CC1=C(C(NC2=CC=CN=C12)=O)C1=NN(C(C1)C1=CC=C(C=C1)C)C(CC)=O